7-methyl-5-(trifluoromethoxy)-1H-indole-1-carboxylate CC=1C=C(C=C2C=CN(C12)C(=O)[O-])OC(F)(F)F